tert-butyl 5-(1H-pyrrolo[2,3-C]pyridin-3-yl)-3,4-dihydropyridine-1(2H)-carboxylate N1C=C(C=2C1=CN=CC2)C=2CCCN(C2)C(=O)OC(C)(C)C